C(C)(C)(C)C1=NOC(=N1)NC1=NOC2=C1C=CC(=C2C#CC=2C=NN1C2N=CN=C1)C N-(3-(tert-butyl)-1,2,4-oxadiazol-5-yl)-6-methyl-7-(pyrazolo[1,5-a][1,3,5]triazin-8-ylethynyl)benzo[d]isoxazol-3-amine